C1(CC1)C(=O)NC1=NC=C(C(=O)NOC)C(=C1)NC1=C(C(=CC=C1)C1=NOC(=N1)C)OC 6-(Cyclopropanamido)-N-methoxy-4-((2-methoxy-3-(5-methyl-1,2,4-oxadiazol-3-yl)phenyl)amino)nicotinamide